O=C1NC(CCC1N1C(N(C2=C1C=CC(=C2)CCN2C1CN(C(C2)C1)C(=O)OC(C)(C)C)C)=O)=O Tert-butyl 5-[2-[1-(2,6-dioxo-3-piperidyl)-3-methyl-2-oxo-benzimidazol-5-yl]ethyl]-2,5-diazabicyclo[2.2.1]heptane-2-carboxylate